1-(2-methoxy-pentadecanyl)-sn-glycero-3-phosphoserine COC(COC[C@@H](O)COP(=O)(O)OC[C@H](N)C(=O)O)CCCCCCCCCCCCC